[Si](C)(C)(C(C)(C)C)OCC1N(CC(C1)N1CCCC2=CC(=CC(=C12)C1=C2C(=NC=C1)C=C(S2)CN2C(CCC2=O)=O)Cl)C(=O)OC(C)(C)C tert-butyl 2-(((tert-butyldimethylsilyl)oxy)methyl)-4-(6-chloro-8-(2-((2,5-dioxopyrrolidin-1-yl)methyl)thieno[3,2-b]pyridin-7-yl)-3,4-dihydroquinolin-1(2H)-yl)pyrrolidine-1-carboxylate